BrC=1C=CC(=C(C1)NC[C@@H](CCC=O)C)[N+](=O)[O-] (R)-5-((5-bromo-2-nitrophenyl)amino)-4-methylpentanal